3-iodo-1-(benzenesulfonyl)-1H-pyrrolo[2,3-b]pyridine-6-carbonitrile IC1=CN(C2=NC(=CC=C21)C#N)S(=O)(=O)C2=CC=CC=C2